tert-butyl (4-iodopyridin-2-yl)(methylsulfonyl)carbamate IC1=CC(=NC=C1)N(C(OC(C)(C)C)=O)S(=O)(=O)C